C1=CC=C2C(=C1)C(OS2(=O)=O)(C3=CC(=C(C(=C3)Br)O)Br)C4=CC(=C(C(=C4)Br)O)Br The molecule is 3H-2,1-Benzoxathiole 1,1-dioxide in which both of the hydrogens at position 3 have been substituted by 3,5-dibromo-4-hydroxyphenyl groups. It is used as a laboratory indicator, changing from yellow below pH 3 to purple at pH 4.6, and as a size marker for monitoring the progress of agarose gel and polyacrylamide gel electrophoresis. It has also been used as an industrial dye. It has a role as a two-colour indicator, an acid-base indicator and a dye. It is a sultone, an arenesulfonate ester, a 2,1-benzoxathiole, a member of phenols and an organobromine compound.